COC1=NC(=CC(=N1)O[C@@H]1C[C@@H](N(C1)CC1=CN=C(S1)NC(C)=O)C)C N-(5-(((2S,4R)-4-((2-methoxy-6-methylpyrimidin-4-yl)oxy)-2-methylpyrrolidin-1-yl)methyl)thiazol-2-yl)acetamide